3-(5-((8-(methylamino)octyl)thio)-1-oxoisoindolin-2-yl)piperidine-2,6-dione CNCCCCCCCCSC=1C=C2CN(C(C2=CC1)=O)C1C(NC(CC1)=O)=O